(S)-quinuclidin-3-yl (7-(3-(trifluoromethyl)phenyl)thiochroman-4-yl)carbamate FC(C=1C=C(C=CC1)C1=CC=C2C(CCSC2=C1)NC(O[C@@H]1CN2CCC1CC2)=O)(F)F